OC1CC(CCC1)CNC(=O)N ((3-hydroxycyclohexyl)methyl)urea